NC=1C(NC(NC1)=O)=O (amino)uracil